2-thienyl-ethanone S1C(=CC=C1)C(C)=O